BrC1=CC(=C(C=C1Cl)[C@H](NS(=O)C(C)(C)C)C1CCN(CC1)C(=O)[C@@H]1OC(OC1)(C)C)OC N-[(R)-(4-bromo-5-chloro-2-methoxyphenyl)([1-[(4R)-2,2-dimethyl-1,3-dioxolane-4-carbonyl]piperidin-4-yl])methyl]-2-methylpropane-2-sulfinamide